2-(3,5-Dichloro-4-((2-(3-fluorophenyl)-1-oxo-1,2,3,4-tetrahydroisoquinolin-6-yl)Oxy)phenyl)-3,5-dioxo-2,3,4,5-tetrahydro-1,2,4-triazine-6-carbonitrile ClC=1C=C(C=C(C1OC=1C=C2CCN(C(C2=CC1)=O)C1=CC(=CC=C1)F)Cl)N1N=C(C(NC1=O)=O)C#N